C(C)C1=CC=C(C(=N1)F)C1=C(C=NN1C1CCOCC1)C(=O)N[C@@H]1C(NC2=C(C(=N1)C1=CC=CC=C1)C=CC=C2)=O 5-(6-Ethyl-2-fluoropyridin-3-yl)-1-(oxacyclohex-4-yl)-N-[(3S)-2-oxo-5-phenyl-1,3-dihydro-1,4-benzodiazepine-3-yl]Pyrazole-4-carboxamide